tetrabutyl-tin ammonium bromide [Br-].[NH4+].C(CCC)[Sn](CCCC)(CCCC)CCCC